1,1,3,3-tetramethyluronium hexafluoro-phosphate F[P-](F)(F)(F)(F)F.C[N+](=C(O)N(C)C)C